ethyl 4-chloro-2-(hydroxyimino)-3-oxobutanoate ClCC(C(C(=O)OCC)=NO)=O